COC1=CC2=C([Se]C(=C2)C(=O)O)C=C1OC 5,6-dimethoxybenzo[b]selenophene-2-carboxylic acid